C1(CC1)C(=O)OCC(C)(C)OC(C)\C(=C\C(C)C)\C (E)-2-((3,5-dimethylhex-3-en-2-yl) oxy)-2-methylpropyl cyclopropanecarboxylate